FC(CN1N=CC=2C1=NC(=CN2)N2CCC1(CCN(C1=O)C=1SC(=NN1)C(F)(F)F)CC2)F 8-(1-(2,2-difluoroethyl)-1H-pyrazolo[3,4-b]pyrazin-6-yl)-2-(5-(trifluoromethyl)-1,3,4-thiadiazol-2-yl)-2,8-diazaspiro[4.5]decan-1-one